CCCCCCCCCCCCCC[C@H]([C@H]([C@H](CO[C@@H]1[C@@H]([C@H]([C@H]([C@H](O1)CO)O)O)O)NC(=O)CCCCCC2=CC=C(C=C2)C3=CC=CC=C3)O)O The molecule is a glycophytoceramide having an alpha-D-galactopyranosyl residue at the O-1 position and a 6-([1,1'-biphenyl]-4-yl)hexanoyl group attached to the nitrogen. It derives from an alpha-D-galactose.